FC(COCCCOCC(F)(F)F)(F)F 1,3-bis(2,2,2-trifluoroethoxy)propane